(R or S)-2-(4-fluoro-3-(2-(((S)-phenyl((R)-1,2,3,4-tetrahydro-1,5-naphthyridin-3-yl)methyl)amino)ethyl)phenyl)propanoic acid FC1=C(C=C(C=C1)[C@H](C(=O)O)C)CCN[C@@H]([C@H]1CNC2=CC=CN=C2C1)C1=CC=CC=C1 |o1:7|